7-((1H-imidazol-1-yl)methyl)-2-(7-hydroxy-6-methoxyquinazolin-4-yl)-5-(1-methyl-3-(trifluoromethyl)-1H-pyrazol-4-yl)-3,4-dihydroisoquinolin-1(2H)-one N1(C=NC=C1)CC1=CC(=C2CCN(C(C2=C1)=O)C1=NC=NC2=CC(=C(C=C12)OC)O)C=1C(=NN(C1)C)C(F)(F)F